1-(4-aminoindolin-1-yl)-2-((2-fluoro-5-(3-methyl-1,2,4-oxadiazol-5-yl)phenyl)amino)ethan-1-one NC1=C2CCN(C2=CC=C1)C(CNC1=C(C=CC(=C1)C1=NC(=NO1)C)F)=O